C(C)(C)(C)OC(NC1=CC(NC=C1C)=O)=O 5-methyl-2-oxo-1,2-dihydropyridine-4-carbamic acid tert-butyl ester